N-(3-bromophenyl)-N-(9,9-dimethyl-9H-fluoren-2-yl)dibenzo[b,d]furan-1-amine BrC=1C=C(C=CC1)N(C1=CC=CC=2OC3=C(C21)C=CC=C3)C3=CC=2C(C1=CC=CC=C1C2C=C3)(C)C